C12CN(CC2C1)C1=CC(=C(C=C1C#N)CN1N=CC(=C1)C(=O)OCC)C ethyl 1-[(4-{3-azabicyclo[3.1.0]hex-3-yl}-5-cyano-2-methylphenyl) methyl]-1H-pyrazole-4-carboxylate